CC\1(NCC/C1=C\C#C[Si](C)(C)C)C [(3E)-3-(2,2-dimethylpyrrolidin-3-ylidene)prop-1-ynyl]-trimethylsilane